NC1=NC=2C=NC(=CC2C2=C1CCO2)C(=O)N(CC2=NC=C(C=C2)C(F)(F)F)C(C)C 4-amino-N-(2-propanyl)-N-((5-(trifluoromethyl)-2-pyridinyl)methyl)-2,3-dihydrofuro[3,2-c][1,7]naphthyridine-8-carboxamide